NC1=C2C(=NC=N1)N(N=C2C=2C=NC(=CC2)OC2=CC=CC=C2)[C@H]2CN(CCC2)C(C=CCC)=O (R)-1-(3-(4-amino-3-(6-phenoxypyridin-3-yl)-1H-pyrazolo[3,4-d]pyrimidin-1-yl)piperidin-1-yl)-pent-2-en-1-one